6-fluoroquinazolin-4(3H)-one FC=1C=C2C(NC=NC2=CC1)=O